zirconium mono-sec-butoxide tris(ethylacetoacetate) C(C)CC(CC(=O)[O-])=O.C(C)CC(CC(=O)[O-])=O.C(C)CC(CC(=O)[O-])=O.CC([O-])CC.[Zr+4]